10-(dimethylphenyl-boryl)anthracene CC=1C(=C(C=CC1)BC1=C2C=CC=CC2=CC2=CC=CC=C12)C